(R)-6-(4-(2-(oxetan-3-yloxy)phenyl)piperidin-1-yl)-2-(pyrimidin-5-yl)-2-azaspiro[3.4]octane O1CC(C1)OC1=C(C=CC=C1)C1CCN(CC1)[C@H]1CC2(CN(C2)C=2C=NC=NC2)CC1